1,3-diazidopropanol N(=[N+]=[N-])C(CCN=[N+]=[N-])O